CC(=CCC=1SC=CN1)C (3-methyl-2-butene-1-yl)thiazole